C(#C)C1=CC=C(C(=N1)C)C1=C(C2=C(N=CN=C2N)N1C)C1=CC[C@H](CC1)C(=O)N1[C@H](CCC1)C#C 6-(6-ethynyl-2-methylpyridin-3-yl)-5-[(4S)-4-[(2R)-2-ethynylpyrrolidine-1-carbonyl]cyclohex-1-en-1-yl]-7-methyl-7H-pyrrolo[2,3-d]pyrimidin-4-amine